7-hydroxy-tetrahydroisoquinoline OC1=CC=C2CCNCC2=C1